F[B-](F)(F)F.C1(=CC=CC=C1)C1=[O+]C=CC(=C1)C1=CC=CC=C1 2,4-diphenylpyrylium tetrafluoroborate